2'-chloro-N-(5-(5-(difluoromethoxy)-3-methylpicolinoyl)-5,6-dihydro-4H-pyrrolo[3,4-d]thiazol-2-yl)-5'-methoxy-6-methyl-[4,4'-bipyridine]-3-carboxamide ClC1=NC=C(C(=C1)C1=C(C=NC(=C1)C)C(=O)NC=1SC2=C(N1)CN(C2)C(C2=NC=C(C=C2C)OC(F)F)=O)OC